(s)-5-(1-(3-cyclohexylpropyl)piperidin-3-yl)-2-(4-methoxyphenyl)-2,4-dihydro-3H-1,2,4-triazol-3-one C1(CCCCC1)CCCN1C[C@H](CCC1)C=1NC(N(N1)C1=CC=C(C=C1)OC)=O